NC=1C(=CC=2CCCC(C2C1)=O)C(=O)NC1=CC(=C(C=C1)F)C(F)(F)F 3-amino-N-(4-fluoro-3-(trifluoromethyl)phenyl)-5-oxo-5,6,7,8-tetrahydronaphthalene-2-carboxamide